6-((2-methoxyethoxy)methoxy)-5-methyl-4-pentyl-1',2',3',4'-tetrahydro-[1,1'-biphenyl]-2-ol COCCOCOC=1C(=C(C=C(C1C1CCCC=C1)O)CCCCC)C